C(C)(C)(C)OC(NC=1SC2=C(C1C#N)C(=CC=C2F)C2=C(C(=C1C=NC(=NC1=C2F)SCC)CO[Si](C)(C)C(C)(C)C)Cl)=O N-[4-[5-[[tert-butyl-(dimethyl)silyl]oxymethyl]-6-chloro-2-ethylsulfanyl-8-fluoro-quinazolin-7-yl]-3-cyano-7-fluoro-benzothien-2-yl]carbamic acid tert-butyl ester